CN1N=CC2=CC=C(C=C12)C=1C2=C(NN1)C1=C(C2)SC(=C1)C1=CC=C(CN2C(CNCC2)=O)C=C1 1-(4-(3-(1-methyl-1H-indazol-6-yl)-1,4-dihydro-thieno[2',3':4,5]cyclopenta[1,2-c]pyrazol-6-yl)benzyl)piperazin-2-one